S(=O)(=O)(O)OC(CCCC)CC=C allylpentanol sulfate